P(=O)(OC1=C(C=CC=C1)C(C1=C(C=C(C=C1C)C)C)=O)([O-])[O-] 2,4,6-trimethylbenzoylphenyl phosphate